BrC=1C=C2C(=CN(C2=CC1)CC(=O)NNC(NCCCC)=S)C1=N[C@H]([C@@H](NC1=O)C1=CC=CC=C1)C1=CC=CC=C1 2-(2-(5-bromo-3-((5S,6S)-3-oxo-5,6-diphenyl-3,4,5,6-tetrahydropyrazin-2-yl)-1H-indol-1-yl)acetyl)-N-butylhydrazinethiocarboxamide